N,N-di-Boc-6-(4,4,5,5-tetramethyl-1,3,2-dioxaborolan-2-yl)pyrazin-2-amine C(=O)(OC(C)(C)C)N(C1=NC(=CN=C1)B1OC(C(O1)(C)C)(C)C)C(=O)OC(C)(C)C